The molecule is a glutathione derivative in which the thiol hydrogen of glutathione is replaced by a 2-methyl-1-oxobut-3-en-2-yl group. It is a conjugate acid of a S-(2-methyl-1-oxobut-3-en-2-yl)glutathione(1-). CC(C=C)(C=O)SC[C@@H](C(=O)NCC(=O)O)NC(=O)CC[C@@H](C(=O)O)N